1-(5-cyano-4-fluoro-2-methyl-phenyl)-3-[(1S)-1-(2-pyrimidin-2-yl-1,2,4-triazol-3-yl)ethyl]urea C(#N)C=1C(=CC(=C(C1)NC(=O)N[C@@H](C)C=1N(N=CN1)C1=NC=CC=N1)C)F